C(=O)(O)C=CC(O)C(CO)(CO)CO carboxyvinyl-pentaerythritol